BrC(C(=O)[O-])(C)C 2-bromo-2-methylpropanoate